6-[5-({[2-methanesulphonyl]-ethyl}imino)-2-furyl]-4-quinazolinamine CS(=O)(=O)CCN=C1C=CC(O1)C=1C=C2C(=NC=NC2=CC1)N